CC(C(=O)OCC(C)C)(CCC)C Isobutyl 2,2-dimethylvalerate